[N+](=O)([O-])C1=CC2=C(NC=N2)C=C1 5-nitro-1H-1,3-benzodiazole